P(=O)(OC)([O-])[O-] monomethyl phosphate